C(C1=CC=CC=C1)C(C(=O)[O-])CCCC(=O)[O-].C(C1=CC=CC=C1)C(C(=O)[O-])CCCC(=O)[O-].C(CCCCCCCCCCCCCCCCC)[Sn+4]CCCCCCCCCCCCCCCCCC distearyltin bis(benzyladipate)